4-hydroxyindolone OC=1C2=CC(N=C2C=CC1)=O